4,4',4'-Triaminotrityl-methane NC1=CC=C(C(C2=CCC(C=C2)(N)N)(C2=CC=CC=C2)C)C=C1